(1S,5R)-7-chloro-9-fluoro-2,3,4,5-tetrahydro-1H-1,5-methanobenzo[c]azepine ClC1=CC2=C([C@H]3NCC[C@@H]2C3)C(=C1)F